O1COC2=C1C=CC(=C2)OC2CCNCC2 4-(benzo[d][1,3]dioxol-5-yloxy)piperidine